3-aminobenzene-1-sulfonamide NC=1C=C(C=CC1)S(=O)(=O)N